(6R)-6-(4-(2-(tetrahydrofuran-3-yl)phenyl)piperidin-1-yl)-2-azaspiro[3.4]octane O1CC(CC1)C1=C(C=CC=C1)C1CCN(CC1)[C@H]1CC2(CNC2)CC1